COOOC monomethyloxyl ether